COC(=O)C1=NC=CC=2C3=CC=CC=C3NC12 1-methoxyformyl-beta-carboline